1,2,4,5-Tetrafluorobenzol oxid FC12C(C=C(C(=C1)F)F)(F)O2